tris(10-undecenoic acid) aluminum [Al].C(CCCCCCCCC=C)(=O)O.C(CCCCCCCCC=C)(=O)O.C(CCCCCCCCC=C)(=O)O